(1r,2r)-2-aminocyclohexan-1-ol N[C@H]1[C@@H](CCCC1)O